FC=1C=CCCC1 3-fluorocyclohexadiene